C(C1=CC=CC=C1)[C@](C(=O)O)(C)NC(C(CN(C=O)OCC1=CC=CC=C1)CC1=CC=C(C=C1)C1=CC=CC=C1)=O (2S)-benzyl-2-(3-(N-(benzyloxy)formamido)-2-(biphenyl-4-ylmethyl)propanamido)propanoic acid